FC(C1=CC=C(C=N1)C1=NC(=CC2=C1N=C(N(C2=O)C)C)N2CC(O[C@@H](C2)C2=CC(=NC=C2)C)(C)C)F (R)-8-(6-(difluoromethyl)pyridin-3-yl)-6-(2,2-dimethyl-6-(2-methylpyridin-4-yl)morpholino)-2,3-dimethylpyrido[3,4-d]pyrimidin-4(3H)-one